(1R,3aS,6aR)-N-((S)-1-cyano-2-((R)-2-oxopiperidin-3-yl)ethyl)-4,4-difluoro-2-(9-hydroxy-9H-fluorene-9-carbonyl)octahydrocyclopenta[c]pyrrole-1-carboxamide C(#N)[C@H](C[C@@H]1C(NCCC1)=O)NC(=O)[C@@H]1N(C[C@@H]2[C@H]1CCC2(F)F)C(=O)C2(C1=CC=CC=C1C=1C=CC=CC21)O